COC(=O)C1(CCC2(OCCO2)CC1)C1=NC(=NC=C1C=O)SC 8-(5-formyl-2-(methylthio)pyrimidin-4-yl)-1,4-dioxaspiro[4.5]decane-8-carboxylic acid methyl ester